5-chloro-7-(cyclopentylamino)-2-((piperidin-4-ylsulfanyl)methyl)quinazolin-4(3H)-one ClC1=C2C(NC(=NC2=CC(=C1)NC1CCCC1)CSC1CCNCC1)=O